Monocalcium phosphate, monohydrate O.P(=O)([O-])([O-])O.[Ca+2]